ClC1=C(C=CC=C1S)N1C2N(C(C=C1O)=O)CCCC2 N-(2-chloro-3-mercaptophenyl)-2-hydroxy-4-oxo-6,7,8,9-tetrahydro-4H-pyridino[1,2-a]pyrimidin